5-(2,6-difluorophenyl)-2-furoyl chloride FC1=C(C(=CC=C1)F)C1=CC=C(O1)C(=O)Cl